N-[3-chloro-4-[[1-[2-(dimethylamino)acetyl]pyrrolidin-3-yl]carbamoyl]phenyl]-5-(2,3-difluoro-4-methoxy-phenyl)-1-methyl-imidazole-2-carboxamide ClC=1C=C(C=CC1C(NC1CN(CC1)C(CN(C)C)=O)=O)NC(=O)C=1N(C(=CN1)C1=C(C(=C(C=C1)OC)F)F)C